CC1C2(CCC(CC2)=O)CCC(C1)C 7,9-Dimethylspiro[5.5]undecan-3-one